ClC1=C(C=C(C=N1)CC1CC2(C1)CCN(CC2)C(=O)OC(C)(C)C)F Tert-butyl 2-[(6-chloro-5-fluoropyridin-3-yl)methyl]-7-azaspiro[3.5]nonane-7-carboxylate